(4-Isopropoxypyridin-2-yl)-4-(5-methoxypyridin-2-yl)thiazol-2-amine C(C)(C)OC1=CC(=NC=C1)C1=C(N=C(S1)N)C1=NC=C(C=C1)OC